C(C1=CC=CC=C1)(=O)N1CCC(CC1)CCCCNC(=O)NCC1=CC=C(C=C1)OC 1-(4-(1-benzoylpiperidin-4-yl)butyl)-3-(4-methoxybenzyl)urea